R-2-methylsulfonyl-1-(4-bromophenyl)ethanol CS(=O)(=O)C[C@H](O)C1=CC=C(C=C1)Br